9,10-di(4-butylphenoxy)anthracene C(CCC)C1=CC=C(OC=2C3=CC=CC=C3C(=C3C=CC=CC23)OC2=CC=C(C=C2)CCCC)C=C1